3-(1-(3-(5-(4-((1-(4-((2,6-dioxopiperidin-3-yl)amino)-2-fluorophenyl)piperidine-4-yl)methyl)piperazin-1-yl)pyrimidin-2-yl)benzyl)-6-oxo-1,6-dihydropyridazin-3-yl)benzonitrile O=C1NC(CCC1NC1=CC(=C(C=C1)N1CCC(CC1)CN1CCN(CC1)C=1C=NC(=NC1)C=1C=C(CN2N=C(C=CC2=O)C=2C=C(C#N)C=CC2)C=CC1)F)=O